COC1=CC=C(CN2CCN(CC2)C2=CC=C(C=N2)C2=C3C=CC=NC3=CC(=C2)C=2C=NN(C2)C)C=C1 5-(6-(4-(4-Methoxybenzyl)piperazin-1-yl)pyridin-3-yl)-7-(1-methyl-1H-pyrazol-4-yl)quinoline